FC=1C(=C(NC2=C(NC3=C2C(NCC3)=O)C3=C(C=NC=C3)O)C=CC1)OC 3-(3-Fluoro-2-methoxyanilino)-2-(3-hydroxypyridin-4-yl)-1,5,6,7-tetrahydro-4H-pyrrolo[3,2-c]pyridin-4-one